7-methyl-2-(3-methyl-1H-pyrazol-1-yl)-N-phenyl-7H-pyrrolo[2,3-d]pyrimidin-4-amine CN1C=CC2=C1N=C(N=C2NC2=CC=CC=C2)N2N=C(C=C2)C